C1(CC1)[C@@H]1NC2=C(C(N(C=3C=CC(=CC23)NC2=NC(=NC=C2Cl)Cl)C(C)C)=O)OCC1(F)F (S)-2-cyclopropyl-10-((2,5-dichloropyrimidin-4-yl)amino)-3,3-difluoro-7-isopropyl-1,2,3,4-tetrahydro-[1,4]oxazepino[2,3-c]quinolin-6(7H)-one